CC=1OC2=C(C1)C(=CC=C2C(=O)N)N2CC(NCC2)C 2-methyl-4-(3-methylpiperazin-1-yl)-1-benzofuran-7-carboxamide